4-imidazolylcarbonyloxy-phenylboronic acid pinacol ester N1C(=NC=C1)C(=O)OC1=CC=C(C=C1)B1OC(C)(C)C(C)(C)O1